OCCCCN(C(=O)OCC1=C(N=NN1C)C1=CC=C(C(=N1)C)O[C@@H]1C[C@H](CCC1)C(=O)OC(C)C)C Isopropyl (1S,3S)-3-((6-(5-((((4-hydroxybutyl) (methyl)carbamoyl) oxy)methyl)-1-methyl-1H-1,2,3-triazol-4-yl)-2-methylpyridin-3-yl)oxy)cyclohexane-1-carboxylate